C(C)(C)(C)OC(=O)N1[C@H](C[C@H](C1)OC)C(NC1=C(C=CC(=C1)C(CCC1CC1)(C1=CC=NC=C1)NS(=O)(=O)C(C)(C)C)F)=O (2R,4R)-2-(5-((-)-3-cyclopropyl-1-((R)-1,1-Dimethylethylsulfonamido)-1-(pyridin-4-yl)propyl)-2-fluorophenylcarbamoyl)-4-methoxypyrrolidine-1-carboxylic acid tert-butyl ester